FC1=C(CC2=NC3=C(N2[C@@H]2COCC2(C)C)C=C(C=C3F)C(=O)O)C(=CC(=C1)C1=NC(=CC=C1)OCC=1SC(=NN1)OC)F (S)-2-(2,6-difluoro-4-(6-((5-methoxy-1,3,4-thiadiazol-2-yl)methoxy)pyridin-2-yl)benzyl)-1-(4,4-dimethyltetrahydrofuran-3-yl)-4-fluoro-1H-benzo[d]imidazole-6-carboxylic acid